OCCC1=CC=C(C=C1)NC=1C2=C(N=C(N1)C1=CC=CC=C1)CCCS2(=O)=O ((4-(2-hydroxyethyl)phenyl)amino)-2-phenyl-7,8-dihydro-6H-thiopyrano[3,2-d]pyrimidine 5,5-dioxide